2-[2-[(E)-3-(4-Bromophenyl)prop-2-enoyl]-3-hydroxyphenoxy]acetic acid BrC1=CC=C(C=C1)/C=C/C(=O)C1=C(OCC(=O)O)C=CC=C1O